FC(S(=O)(=O)N[C@H](COC1=CC(=CS1)C(=O)N)C)(F)F 5-[(2S)-2-(trifluoromethylsulfonylamino)propoxy]thiophene-3-carboxamide